CC1=C(C(=CC(=C1)C)C1=NC2=C(N1C)C=CC=C2)O 2,4-dimethyl-6-(1-methyl-1H-benzo[d]imidazol-2-yl)phenol